1-(3-methylcyclopentyl)pyrazole-4-carbonitrile CC1CC(CC1)N1N=CC(=C1)C#N